5-(2,3-dimethyl-phenyl)-2-methyl-isoindole CC1=C(C=CC=C1C)C1=CC2=CN(C=C2C=C1)C